C1=CC=CC=2C=CC=3CC4=CC(CC=C4OC3C21)=O benzo[C]xanthone